C1(CC1)N1C(=NC2=C1C(=C(C=C2)C2CCN(CC2)C2CCN(CC2)CC(C)C)F)C2=CC=C(C=C2)S(=O)(=O)C cyclopropyl-7-fluoro-6-(1'-isobutyl-[1,4'-bipiperidin]-4-yl)-2-(4-(methylsulfonyl)phenyl)-1H-benzo[d]imidazole